ClC=1C=CC2=C(CC3(CC=4N2C(=NN4)C4CCC(CC4)(C)OC)OCCCO3)C1 8'-Chloro-1'-(cis-4-methoxy-4-methylcyclohexyl)-4'H,6'H-spiro[1,3-dioxan-2,5'-[1,2,4]triazolo[4,3-a][1]benzazepin]